OC[C@@H]1OC(N2[C@@H]1COC1=C2C=CC(=C1)S(=O)(=O)N1CCN(CC1)C(=O)OC(C)(C)C)=O tert-butyl 4-[[trans-3-(hydroxymethyl)-1-oxo-3a,4-dihydro-3H-oxazolo[4,3-c][1,4]benzoxazin-7-yl]sulfonyl]piperazine-1-carboxylate